CON(C(CCCCCC(=O)OCCC(CCCCCCCCCCCC)CCCCCCCCCCCC)=O)C 3-dodecylpentadecyl 7-(methoxy(methyl)amino)-7-oxoheptanoate